N[C@H]1CN(CCC1)C(=O)C1=CC=2N(C(=C1)C)C(=C(N2)C=2N(C1=CC=CC=C1C2)CC2=CC=CC=C2)C (R)-(3-Aminopiperidin-1-yl)(2-(1-benzyl-1H-indol-2-yl)-3,5-dimethylimidazo[1,2-a]pyridin-7-yl)methanone